BrC1=CC=C(S1)C(=O)NC1CC(CCC1)N1C(=NC2=C1C=NC(=C2)C#N)C2=NC=CC=C2 5-bromo-N-(3-(6-cyano-2-(pyridin-2-yl)-3H-imidazo[4,5-c]pyridin-3-yl)cyclohexyl)thiophene-2-carboxamide